CNC1=C2C(=NC=C1)NC(=C2)C(=O)N[C@@H]2[C@H]([C@H]1C([C@@H](C2)C1)(C)C)C 4-(methylamino)-N-[(1S,2S,3S,5R)-2,6,6-trimethylnorpinan-3-yl]-1H-pyrrolo[2,3-b]pyridine-2-carboxamide